2-((8R,9S,13S,14S,17R)-3-(benzyloxy)-17-hydroxy-13-methyl-7,8,9,11,12,13,14,15,16,17-decahydro-6H-cyclopenta[a]phenanthren-17-yl)ethyl 4-methylbenzenesulfonate CC1=CC=C(C=C1)S(=O)(=O)OCC[C@@]1(CC[C@H]2[C@@H]3CCC=4C=C(C=CC4[C@H]3CC[C@]12C)OCC1=CC=CC=C1)O